5-(3-((6-chlorobenzo[d][1,3]dioxol-5-yl)methoxy)phenyl)-2,2-dimethyl-2,3,5,6-tetrahydrobenzo[a]phenanthridin-4(1H)-one ClC=1C(=CC2=C(OCO2)C1)COC=1C=C(C=CC1)C1NC=2C=CC3=C(C2C=2CC(CC(C12)=O)(C)C)C=CC=C3